C(CCC(=O)O)(=O)O.C(CCC(=O)O)(=O)O.C(CCC(=O)O)(=O)O.C(C(C)C)N(CCCN1CCN(CC1)CCCNC1=NC2=C(N1)C=CC=C2)CC(C)C N-(3-(4-(3-(diisobutylamino)propyl)piperazin-1-yl)propyl)-1H-benzo[d]imidazol-2-amine, tris-succinate salt